O=C1C=C(N=CN1C[C@@H]1CCN(CC12CCCC2)C(=O)N2[C@@H](C[C@@H](CC2)NCC(=O)OC)C2=CC=CC=C2)C2=CC=CC=C2 Methyl ((2S,4R)-1-((R)-10-((6-oxo-4-phenylpyrimidin-1(6H)-yl)methyl)-7-azaspiro[4.5]decane-7-carbonyl)-2-phenylpiperidin-4-yl)glycinate